C(C1=CC=CC=C1)OC([C@H](C)NP(=O)(OCCSC(CC(C)C)=O)C(C1=CC2=C(SC(=C2)C(=O)OCC=C)C=C1)(F)F)=O allyl 5-(((((S)-1-(benzyloxy)-1-oxopropan-2-yl)amino)(2-((3-methylbutanoyl)thio)ethoxy)phosphoryl)difluoromethyl)benzo[b]thiophene-2-carboxylate